CC1=CC(=NN1)C1=NC=2C=C(N=C(C2C=C1)NC1CC2CCC(C1)N2CC2CCNCC2)N (5-methyl-1H-pyrazol-3-yl)-N5-((3-exo)-8-(piperidin-4-ylmethyl)-8-azabicyclo[3.2.1]oct-3-yl)-1,6-diazanaphthalen-5,7-diamine